(R)-(1,3-dimethyl-azetidin-3-yl)-(4-isopropyl-phenyl)-(5-{5-[1-(tetrahydro-pyran-4-sulfonyl)-piperidin-4-yl]-[1,2,4]Oxadiazol-3-yl}-pyridin-3-yl)-methanol CN1CC(C1)(C)[C@@](O)(C=1C=NC=C(C1)C1=NOC(=N1)C1CCN(CC1)S(=O)(=O)C1CCOCC1)C1=CC=C(C=C1)C(C)C